OCCCCCCCCCCCCN hydroxydodecyl-amine